CS(=O)(=O)OCCC1CC2(CN(C2)C(=O)OC(C)(C)C)C1 Tert-Butyl 6-(2-((Methylsulfonyl)Oxy)Ethyl)-2-Azaspiro[3.3]Heptane-2-Carboxylate